6-(4-hydroxy-tetrahydro-pyran-3-yl)-2-methyl-3-(2,3-difluorobenzyl)-7,8-dihydro-6H-[1,6]naphthyridin-5-one OC1C(COCC1)N1C(C=2C=C(C(=NC2CC1)C)CC1=C(C(=CC=C1)F)F)=O